N1(CCC1)CCC1=NN(C(C(=C1C)C)=O)[C@H](C(=O)O)CC(C)C (S)-2-(3-(2-(azetidin-1-yl)ethyl)-4,5-Dimethyl-6-oxopyridazin-1(6H)-yl)-4-methylpentanoic acid